4-(2-(4,4-dimethyl-4H-benzo[e][1,3]oxazin-2-yl)thiazol-4-yl)benzoic acid CC1(N=C(OC2=C1C=CC=C2)C=2SC=C(N2)C2=CC=C(C(=O)O)C=C2)C